3-[(1R)-1-aminoethyl]-5-(trifluoromethyl)aniline hydrochloride Cl.N[C@H](C)C=1C=C(N)C=C(C1)C(F)(F)F